C1(CC1)N1C=C(C(=CC1=O)C(=O)OC)C(=O)OC dimethyl 1-cyclopropyl-6-oxo-1,6-dihydropyridine-3,4-dicarboxylate